1-methoxy-2-amino-4-(2-hydroxyethyl-amino)benzene COC1=C(C=C(C=C1)NCCO)N